OCCCP(OC(C)(C)C)(OC(C)(C)C)=O di-tert-butyl (3-hydroxypropyl)phosphonate